COC(C1=C(C(=CC=C1)O)C)=O 3-hydroxy-2-methyl-benzoic acid methyl ester